N1CC(C1)C1=C(N(C2=CC=C(C=C12)OCC1=CC=CC=C1)C1=CC(=C(C=C1)F)C)C(C)C (azetidin-3-yl)-5-(benzyloxy)-1-(4-fluoro-3-methylphenyl)-2-isopropyl-1H-indole